acrylamidobenzoylglycinate C(C=C)(=O)NN(CC(=O)[O-])C(C1=CC=CC=C1)=O